C(C)O[Si](CCCN(CCN([Si](C)(C)C)CC)CC)(OCC)OCC N-[3-(triethoxysilyl)-propyl]-N,N'-diethyl-N'-trimethylsilyl-ethane-1,2-diamine